N1=C(C=CC=C1)N1CC2(C1)CC(C2)N(N)C(=S)N2C=NC=C2 N-(2-(pyridin-2-yl)-2-azaspiro[3.3]heptan-6-yl)-1H-imidazole-1-thiohydrazide